NC1=CC=C(C=N1)C=1C=C2CC(N3C(C2=CC1OC)=CC(C(=C3)C(=O)O)=O)C(C)(C)C 9-(6-Aminopyridin-3-yl)-6-tert-butyl-10-methoxy-2-oxo-6,7-dihydro-2H-pyrido[2,1-a]isoquinoline-3-carboxylic acid